FC1=C(C(=O)N2[C@H]([C@H](CC3=CC=CC=C23)C(=O)NC2=CC(=C(C=C2)CO)C(F)(F)F)C2=CC=C(C=C2)NC2CCOCC2)C(=CC=C1)C (2R,3S)-1-(2-fluoro-6-methylbenzoyl)-N-(4-(hydroxymethyl)-3-(trifluoromethyl)phenyl)-2-(4-((tetrahydro-2H-pyran-4-yl)amino)phenyl)-1,2,3,4-tetrahydroquinoline-3-carboxamide